ClC1=CC(=C(C(=O)N)C=C1S(NC1(CC1)C)(=O)=O)NCC1CC1 4-chloro-2-((cyclopropylmethyl)amino)-5-(N-(1-methylcyclopropyl)sulfamoyl)benzamide